N-methoxymethyl-o-toluidine COCNC=1C(=CC=CC1)C